BrC1=CC(=C(C(=C1)OC)[C@H]1[C@@H](CCC(=C1)C)C(=O)N(C)OC)OC (1R,2R)-2-(4-bromo-2,6-dimethoxyphenyl)-N-methoxy-N,4-dimethylcyclohex-3-enecarboxamide